(1-methylcyclobutyl)-2-(1H-pyrazol-4-yl)pyrido[3,4-d]pyrimidin-4-amine CC1(CCC1)C1=CN=CC=2N=C(N=C(C21)N)C=2C=NNC2